FC=1C(=NNC1)S(=O)(N)=NC(NC1=C2C(=NC3=C1CCC3)C3(CC2)CC3)=O 4-fluoro-N'-((1',5',6',7'-tetrahydro-2'H-spiro[cyclopropane-1,3'-dicyclopenta[b,e]pyridin]-8'-yl)carbamoyl)-1H-pyrazole-3-sulfonimidamide